NC1=C2C(=NC=N1)N(N=C2C2=CC=C(C=C2)OC2=CC=CC=C2)[C@H]2CN(CCC2)CCCCSC2=C1CN(C(C1=CC=C2)=O)C2C(NC(CC2)=O)=O 3-(4-((4-((R)-3-(4-amino-3-(4-phenoxyphenyl)-1H-pyrazolo[3,4-d]pyrimidin-1-yl)piperidin-1-yl)butyl)thio)-1-oxoisoindoline-2-yl)piperidine-2,6-dione